(1S,2S)-N-(2-(4,6-bis(methoxy-d3)pyrimidin-5-yl)-1-methyl-1H-pyrrolo[2,3-c]pyridin-5-yl)-2-fluorocyclopropane-1-carboxamide C(OC1=NC=NC(=C1C1=CC=2C(=CN=C(C2)NC(=O)[C@H]2[C@H](C2)F)N1C)OC([2H])([2H])[2H])([2H])([2H])[2H]